ClC1=C(C(=CC=2CN3[C@@H](COC21)CN(CC3)C(=O)OC(C)(C)C)C#C[Si](C)(C)C)C3=C(C=CC=C3OC)Cl tert-butyl (12aR)-10-chloro-9-(2-chloro-6-methoxyphenyl)-8-[(trimethylsilyl) ethynyl]-3,4,12,12a-tetrahydro-6H-pyrazino[2,1-c][1,4]benzoxazepine-2(1H)-carboxylate